N-laurylsarcosine C(CCCCCCCCCCC)N(C)CC(=O)O